C(CCC)OCCCCOCCCC 1,4-dibutoxybutane